C(C=C)(=O)OCCCCCCCCCCCCCCCCCCCC[Si](Br)(Br)Br acryloyloxyeicosyl-tribromosilane